COC=1C(=CC2=CC3=C(C(CO3)=O)C(=C2C1)C=1C=CC(=NC1)C1(N(CCOC1)C(=O)N)C)OC (5-(6,7-dimethoxy-3-oxo-1,3-dihydronaphtho[2,3]furan-4-yl)pyridin-2-yl)-methylmorpholine-4-carboxamide